OC1=CC=C(C=C1)C(=O)C1=CC=C(C=C1)O (4-hydroxyphenyl) ketone